3-((((9H-fluoren-9-yl)methoxy)carbonyl)amino)-5-phenylpentanoic acid C1=CC=CC=2C3=CC=CC=C3C(C12)COC(=O)NC(CC(=O)O)CCC1=CC=CC=C1